tert-butyl 2-[6-(2,5-dichloropyrimidin-4-yl)-1-oxo-2,3-dihydro-1H-isoindol-2-yl]-2-methylpropanoate ClC1=NC=C(C(=N1)C1=CC=C2CN(C(C2=C1)=O)C(C(=O)OC(C)(C)C)(C)C)Cl